FC1=C(C(=C(C(=C1[2H])[2H])C(CC#N)=O)[2H])[2H] 3-(4-fluorophenyl-2,3,5,6-d4)-3-oxopropanenitrile